4-[(2R)-3-(3,4-dihydro-1H-isoquinolin-2-yl)-2-hydroxy-propyl]-8-tetrahydropyran-4-yl-2,3-dihydro-1,4-benzoxazepin-5-one C1N(CCC2=CC=CC=C12)C[C@H](CN1CCOC2=C(C1=O)C=CC(=C2)C2CCOCC2)O